2-hydroxy-5-sulfo-benzoic acid, sodium salt [Na+].OC1=C(C(=O)[O-])C=C(C=C1)S(=O)(=O)[O-].[Na+]